diphenylmethylenebis(tetrahydroindenyl)zirconium dichloride [Cl-].[Cl-].C1(=CC=CC=C1)C(C1=CC=CC=C1)=[Zr+2](C1CCC2CC=CC=C12)C1CCC2CC=CC=C12